(1S,2R)-N-(5-(5-(cyclopropylmethoxy)benzo[d]oxazol-2-yl)-8-((methyl-d3)amino)-2,7-naphthyridin-3-yl)-2-methylcyclopropane-1-carboxamide C1(CC1)COC=1C=CC2=C(N=C(O2)C2=C3C=C(N=CC3=C(N=C2)NC([2H])([2H])[2H])NC(=O)[C@@H]2[C@@H](C2)C)C1